(S)-2-((tert-Butoxycarbonyl)amino)-3-(6-methylpyridin-3-yl)propanoic acid C(C)(C)(C)OC(=O)N[C@H](C(=O)O)CC=1C=NC(=CC1)C